NC=1N=C(SC1C(=O)C1=CC(=NO1)CN1CC(CC1)F)N(C1=CC=C(C=C1)F)C(C(=O)N)C 2-(N-[4-amino-5-[3-[(3-fluoropyrrolidin-1-yl)methyl]isoxazole-5-carbonyl]thiazol-2-yl]-4-fluoro-anilino)propanamide